1,3-difluoro-2-(2-methoxyethoxy)-5-nitrobenzene FC1=C(C(=CC(=C1)[N+](=O)[O-])F)OCCOC